O=C(C(=O)OCC)C(=O)OCC diethyl 2-oxomalonate